N[C@@H](CCS)C(=O)OCC Ethyl homocysteinate